2-(2-((2-ethyloctyl)oxy)ethoxy)ethane-1-ol C(C)C(COCCOCCO)CCCCCC